IC1=C(C=CC=C1)N1C(=CC=C1)C 1-(2-iodophenyl)-2-methyl-1H-pyrrole